ClC1=NC(=CC(=C1)C(C)N)C1=CC(=CC=C1)Cl 1-(2-chloro-6-(3-chlorophenyl)pyridin-4-yl)ethan-1-amine